1-(5-chloro-4-methyl-pyrazol-1-yl)cyclopropanecarboxylic acid ClC1=C(C=NN1C1(CC1)C(=O)O)C